C(CCCCCCC\C=C/CCCCCCCC)(=O)OC methanol oleate